C(C)(C)(C)OC(N(C)CC#CC1=CC(=C(C=C1)O)F)=O [3-(3-fluoro-4-hydroxy-phenyl)prop-2-ynyl]-N-methyl-carbamic acid tert-butyl ester